C[Si](C)(C)[Mg]Cl trimethylsilanyl-magnesium chloride